ethyl 3-ethylsulfanyl-5-(trifluoromethyl)pyrazolo[1,5-a]pyridine-2-carboxylate C(C)SC=1C(=NN2C1C=C(C=C2)C(F)(F)F)C(=O)OCC